(3S,4R)-4-[(7-{5-[1-(difluoromethyl)cyclopropyl]pyridin-2-yl}-5-fluoroimidazo[4,3-f][1,2,4]triazin-2-yl)amino]oxan-3-ol FC(C1(CC1)C=1C=CC(=NC1)C1=NC(=C2C=NC(=NN21)N[C@H]2[C@@H](COCC2)O)F)F